1,3,5-tris(3-mercaptopropyl)-1,3,5-triazine-2,4,6(1H,3H,5H)-trione SCCCN1C(N(C(N(C1=O)CCCS)=O)CCCS)=O